C(C)OC(=O)C1C(CN(CC1)C1=NC=C(C=N1)C(F)(F)F)=O 3-oxo-1-(5-(trifluoromethyl)pyrimidin-2-yl)piperidine-4-carboxylic acid ethyl ester